FC1=C(C(=CC=C1)F)C1=N[C@H](C2=NN=C(N2C=2SC=3CCCC3C12)C)C (S)-9-(2,6-difluorophenyl)-3,7-dimethyl-16-thia-2,4,5,8-tetraazatetracyclo[8.6.0.02,6.011,15]hexadeca-1(10),3,5,8,11(15)-pentaene